CC(=CC(CC#C)O)CCC=C(C)C 6,10-dimethylundec-5,9-dien-1-yne-4-ol